ClCC=1N=CC(=NC1)C1C(NC(CC1)=O)=O 3-(5-(Chloromethyl)pyrazin-2-yl)piperidine-2,6-dione